FC=1C=C(C=CC1OC1=C2C(=NC=C1)NC=C2C2=CC=CC=C2)NC(=O)C=2C(N(N(C2C)C)C2=CC=C(C=C2)F)=O N-(3-fluoro-4-(3-phenyl-1H-pyrrolo[2,3-b]pyridin-4-yloxy)phenyl)-2-(4-fluorophenyl)-1,5-dimethyl-3-oxo-2,3-dihydro-1H-pyrazole-4-carboxamide